8-acetyl-6-fluoro-3-methyl-2-(4-methyltetrahydropyran-4-yl)quinoline-4-carbonitrile C(C)(=O)C=1C=C(C=C2C(=C(C(=NC12)C1(CCOCC1)C)C)C#N)F